FC=1C(=NC=NC1)NC(CC)=O N-(5-Fluoropyrimidin-4-yl)Propanamide